C(C)(C)(C)OC(=O)N(C1=CC(=NC=2N1N=CC2C(C)C)NC[C@@H]2[C@H](CN(CC2)C(=O)OC(C)(C)C)O)CC=2SC=CN2 Tert-butyl (3R,4R)-4-(((7-((tert-butoxycarbonyl) (thiazol-2-ylmethyl) amino)-3-isopropylpyrazolo[1,5-a]pyrimidin-5-yl) amino) methyl)-3-hydroxypiperidine-1-carboxylate